N(=[N+]=[N-])CCOCOCCCN=[N+]=[N-] 1,8-diazido-3,5-dioxaoctane